C(CCCCCCC\C=C/C\C=C/CCCCC)OCCNCCOCCCCCCCC\C=C/C\C=C/CCCCC Bis(2-(((9Z,12Z)-octadeca-9,12-dien-1-yl)oxy)ethyl)amine